ClC=1C=C(C=CC1F)C=1N=CN(C1C=1C=CC=2N(N1)C(=CN2)C(=O)N)C2CC(C2)F 6-(4-(3-chloro-4-fluorophenyl)-1-(3-fluorocyclobutyl)-1H-imidazol-5-yl)imidazo[1,2-b]pyridazine-3-carboxamide